CCCCCCCC/C=C\CCCCCCCCCC(=O)OC[C@H](COP(=O)(O)OC[C@H](CO)O)OC(=O)CCC/C=C\C/C=C\C/C=C\C/C=C\C/C=C\CC 1-(11Z-eicosenoyl)-2-(5Z,8Z,11Z,14Z,17Z-eicosapentaenoyl)-glycero-3-phospho-(1'-sn-glycerol)